Trans-4-[1-[5-[(1S)-1-(2,2-difluoro-1,3-benzodioxol-5-yl)ethoxy]-3-pyridinyl]-3-(trifluoromethyl)-5,6-dihydro-4H-pyrazolo[3,4-b]pyridine-7-carbonyl]cyclohexanecarboxylic acid FC1(OC2=C(O1)C=CC(=C2)[C@H](C)OC=2C=C(C=NC2)N2N=C(C1=C2N(CCC1)C(=O)[C@@H]1CC[C@H](CC1)C(=O)O)C(F)(F)F)F